COC(=O)[C@H]1N(C[C@@H](C1)O)C([C@H](C(C)C)N1C(C2=CC=CC=C2C1)=O)=O (2S,4R)-4-hydroxy-1-((S)-3-methyl-2-(1-oxoisoindolin-2-yl)butanoyl)pyrrolidine-2-carboxylic acid methyl ester